OC1(CCN(CCC1)C1=C(C=C(C=C1)C(F)(F)F)NC(=O)C=1OC(=CC1)C1CCOCC1)C N-(2-(4-hydroxy-4-methylazepan-1-yl)-5-(trifluoromethyl)phenyl)-5-(tetrahydro-2H-pyran-4-yl)furan-2-carboxamide